(6-(2-((2,2-difluoroethyl)(isopropyl)carbamoyl)-4-fluorophenoxy)-1,2,4-triazin-5-yl)-2,7-diazaspiro[3.5]nonane-7-carboxylic acid tert-butyl ester C(C)(C)(C)OC(=O)N1CCC2(CNC2C=2N=CN=NC2OC2=C(C=C(C=C2)F)C(N(C(C)C)CC(F)F)=O)CC1